N1=CC(=CC=C1)N1C(=NN=C1C=1SC=CN1)C1CC(C1)NC(=O)C=1C=CC=C2C=CC=NC12 N-((1r,3r)-3-(4-(pyridin-3-yl)-5-(thiazol-2-yl)-4H-1,2,4-triazol-3-yl)cyclobutyl)quinoline-8-carboxamide